N1(CCCC1)C=1C=CC(=NC1)C1=CCN(CC1)C(=O)OC(C)(C)C tert-butyl 4-(5-(pyrrolidin-1-yl)pyridin-2-yl)-5,6-dihydropyridine-1(2H)-carboxylate